(2'-hydroxyphenyl)benzotriazole OC1=C(C=CC=C1)C1=CC=CC=2NN=NC21